1,1-ethanedisulfonic acid C(C)(S(=O)(=O)O)S(=O)(=O)O